9,9'-(2-(3,6-diphenyl-9H-carbazol-9-yl)-4,6-bis(2,6-diphenylpyrimidin-4-yl)-1,3-phenylene)bis(3-methyl-9H-carbazole) C1(=CC=CC=C1)C=1C=CC=2N(C3=CC=C(C=C3C2C1)C1=CC=CC=C1)C1=C(C(=CC(=C1N1C2=CC=CC=C2C=2C=C(C=CC12)C)C1=NC(=NC(=C1)C1=CC=CC=C1)C1=CC=CC=C1)C1=NC(=NC(=C1)C1=CC=CC=C1)C1=CC=CC=C1)N1C2=CC=CC=C2C=2C=C(C=CC12)C